methyl (1S,3R)-1-(2,6-difluoro-4-(((S)-1-(3-fluoropropyl)pyrrolidin-3-yl)oxy)phenyl)-3-methyl-2-(2,2,2-trifluoroethyl)-1,2,3,4-tetrahydroisoquinoline-6-carboxylate FC1=C(C(=CC(=C1)O[C@@H]1CN(CC1)CCCF)F)[C@H]1N([C@@H](CC2=CC(=CC=C12)C(=O)OC)C)CC(F)(F)F